C12(CCCC(CC1)N2)CO (8-azabicyclo[3.2.1]oct-1-yl)methanol